(1S,3S)-methyl 3-((2-cyclobutyl-6-(1-methyl-5-((((4-nitrophenoxy)carbonyl)oxy)methyl)-1H-1,2,3-triazol-4-yl)pyridin-3-yl)oxy)cyclohexane-1-carboxylate C1(CCC1)C1=NC(=CC=C1O[C@@H]1C[C@H](CCC1)C(=O)OC)C=1N=NN(C1COC(=O)OC1=CC=C(C=C1)[N+](=O)[O-])C